4-((1,3-bis(octanoyloxy)propan-2-yl)oxy)-4-oxobutanoic acid C(CCCCCCC)(=O)OCC(COC(CCCCCCC)=O)OC(CCC(=O)O)=O